C1(O)=C(O)C(=C(C(=C1)C=CC(=O)O)C=CC(=O)O)C=CC(=O)O.C(#N)C=1C=NN2C1C(=CC(=C2)C=2C=NN(C2)C)N2N=CC(=C2)NC(CC=2C=NC(=CC2)N2N=CC(=C2)F)=O N-(1-(3-cyano-6-(1-methyl-1H-pyrazol-4-yl)pyrazolo[1,5-a]pyridin-4-yl)-1H-pyrazol-4-yl)-2-(6-(4-fluoro-1H-pyrazol-1-yl)pyridin-3-yl)acetamide Catecholtriacrylate